C1(CC1)C1=NN(C=N1)C1CC2(CN(C2)C(=O)N2CC3(CN(C3)S(=O)(=O)CC(F)(F)F)C2)C1 [6-(3-cyclopropyl-1,2,4-triazol-1-yl)-2-azaspiro[3.3]heptan-2-yl]-[2-(2,2,2-trifluoroethylsulfonyl)-2,6-diazaspiro[3.3]heptan-6-yl]methanone